1-(bromomethyl)-2-methoxy-4-chlorobenzene BrCC1=C(C=C(C=C1)Cl)OC